C(C1=CC=CC=C1)NC1=C2N=CN(C2=NC(=N1)Cl)[C@H]1[C@@H]([C@@]([C@H](O1)COC(C(=O)O)C(=O)O)(O)C#C)O 2-(((2R,3S,4R,5R)-5-(6-(benzylamino)-2-chloro-9H-purin-9-yl)-3-ethynyl-3,4-dihydroxytetrahydrofuran-2-yl)methoxy)malonic acid